2-((5-methoxy-7-methyl-1H-indol-4-yl)methyl)-3,3-dimethylisoindoline-5-carbonitrile COC=1C(=C2C=CNC2=C(C1)C)CN1CC2=CC=C(C=C2C1(C)C)C#N